(R)-5-(4-((1,4-dioxane-2-yl)methoxy)-3-methoxyphenyl)-3-(4-amino-2-fluorophenyl)pyridin-2-ylamine O1[C@H](COCC1)COC1=C(C=C(C=C1)C=1C=C(C(=NC1)N)C1=C(C=C(C=C1)N)F)OC